N-(2-carbamoylethyl)-4-{[4-chloro-3-({1-[4-(2-cyclopropoxyphenyl)pyridin-3-yl]cyclopropoxy}methyl)phenyl]sulfanyl}-N-[(2S,3R,4R,5R)-2,3,4,5,6-pentahydroxyhexyl]butanamide C(N)(=O)CCN(C(CCCSC1=CC(=C(C=C1)Cl)COC1(CC1)C=1C=NC=CC1C1=C(C=CC=C1)OC1CC1)=O)C[C@@H]([C@H]([C@@H]([C@@H](CO)O)O)O)O